N-(2-{4-[(aminosulfonyl)amino]hexahydropyridin-1-yl}-5-fluorophenyl)-8-(propyloxy)imidazo[3,2-a]pyrazine-6-carboxamide NS(=O)(=O)NC1CCN(CC1)C1=C(C=C(C=C1)F)NC(=O)C=1N=C(C=2N(C1)C=CN2)OCCC